(S)-4-(9-(3-Aminopyrrolidin-1-yl)-5,6,7,8-tetrahydroacridin-2-yl)-N-(4-(piperazin-1-ylsulfonyl)phenyl)pyridin-2-amine N[C@@H]1CN(CC1)C=1C=2CCCCC2N=C2C=CC(=CC12)C1=CC(=NC=C1)NC1=CC=C(C=C1)S(=O)(=O)N1CCNCC1